CC1=CC[C@@H](CC1)C(=O)O (R)-4-methylcyclohex-3-enecarboxylic acid